C(C)N(C(OC(C)(C)C)=O)C1CCN(CC1)C=1C2=CN(N=C2C(=CC1)C(NC1=CC2=C(N=C(S2)C)C(=C1)F)=O)C tert-butyl N-ethyl-N-(1-{7-[(4-fluoro-2-methyl-1,3-benzothiazol-6-yl)carbamoyl]-2-methylindazol-4-yl}piperidin-4-yl)carbamate